C(C)(C)(C)OC(N[C@H](CN1N=NC=C1)C)=O (S)-(1-(1H-1,2,3-triazol-1-yl)propan-2-yl)carbamic acid tert-butyl ester